2-amino-6-cyclopropyl-7-fluoro-1-(3-hydroxy-2,6-dimethylphenyl)-1H-pyrrolo[3,2-c]pyridine-3-carboxamide NC1=C(C=2C=NC(=C(C2N1C1=C(C(=CC=C1C)O)C)F)C1CC1)C(=O)N